FC1(CC(C1)CCN1N=CC(=C1)C=1C(=NC(=CC1)C)C1=CC=C2C=C(N=NC2=C1)OC)F 7-(3-{1-[2-(3,3-Difluorocyclobutyl)ethyl]-1H-pyrazol-4-yl}-6-methylpyridin-2-yl)-3-methoxycinnolin